NC(C(C1=NN=CC2=CC=CC=C12)NC(=O)[C@@H]1[C@H]2C([C@H]2CN1C([C@H](C(C)(C)C)NC(C(OC)C1CC1)=O)=O)(C)C)=O (1R,2S,5S)-N-(2-amino-2-oxo-1-phthalazin-1-yl-ethyl)-3-[(2S)-2-[(2-cyclopropyl-2-methoxy-acetyl)amino]-3,3-dimethyl-butanoyl]-6,6-dimethyl-3-azabicyclo[3.1.0]hexane-2-carboxamide